FC1=CC(=C(C=C1)C=1C=C2CN(CC2=CC1)C(CN1N=C(N=C1)C#N)=O)OCCOC 1-(2-(5-(4-fluoro-2-(2-methoxyethoxy)phenyl)isoindolin-2-yl)-2-oxoethyl)-1H-1,2,4-triazole-3-carbonitrile